P(O)(O)=O.[PH3]=O phosphine oxide (phosphonate)